CC=1C=C(C=C(C1)C)[B] (3,5-dimethylphenyl)boron